(S)-1-[3-(5-Bromo-1H-indazole-1-yl)pyridine-2-yl]-2-(3-fluoropyridine-2-yl)ethan-1-amine hydrochloride Cl.BrC=1C=C2C=NN(C2=CC1)C=1C(=NC=CC1)[C@H](CC1=NC=CC=C1F)N